BrC1=CC=CC(=N1)NC(=O)[C@H]1NC2=CC=CC=C2C1 (S)-N-(6-bromopyridin-2-yl)indoline-2-carboxamide